5-methoxy-4-((2-(4-(methoxycarbonyl)phenyl)-4-(oxazol-2-ylmethyl)piperazin-1-yl)methyl)-7-methyl-1H-indole-1-carboxylate COC=1C(=C2C=CN(C2=C(C1)C)C(=O)[O-])CN1C(CN(CC1)CC=1OC=CN1)C1=CC=C(C=C1)C(=O)OC